3-(5-(4-((5-cyclopropyl-3-(2,6-dichlorophenyl)isoxazol-4-yl)methoxy)-2-oxabicyclo[2.2.2]oct-1-yl)-1,2,4-oxadiazol-3-yl)benzoic acid C1(CC1)C1=C(C(=NO1)C1=C(C=CC=C1Cl)Cl)COC12COC(CC1)(CC2)C2=NC(=NO2)C=2C=C(C(=O)O)C=CC2